FC(C1=NC2=CC=CC=C2C(=C1)NC1CCC(CC1)NC(=O)C=1SC2=C(C1)C=CC=C2)(F)F N-[(1s,4s)-4-{[2-(trifluoromethyl)quinolin-4-yl]amino}cyclohexyl]-1-benzothiophene-2-carboxamide